7-(2-methylpropan-1-en-1-yl)-1-(4-nitrophenyl-ethyl)-1,2,3,4-tetrahydroquinoline CC(=CC1=CC=C2CCCN(C2=C1)CCC1=CC=C(C=C1)[N+](=O)[O-])C